CS(=O)C=1C=C(N)C=CC1 3-(methylsulfinyl)aniline